ClC=1C(=C(CN2CC3(CC2)CCN(CC3)C(=O)OC(C(F)(F)F)C(F)(F)F)C=CC1)N1CCC(CC1)F 1,1,1,3,3,3-Hexafluoropropan-2-yl 2-(3-chloro-2-(4-fluoropiperidin-1-yl) benzyl)-2,8-diazaspiro[4.5]decane-8-carboxylate